F[C@@H](C(=O)N)[C@H](O)C1=CC=C(C=C1)F (2r,3r)-2-fluoro-3-(4-fluorophenyl)-3-hydroxypropionamide